(E)-4-(3-(4-isopropylphenoxy)-3-oxoprop-1-en-1-yl)-1,2-phenylenediacetate C(C)(C)C1=CC=C(OC(/C=C/C2=CC(=C(C=C2)CC(=O)[O-])CC(=O)[O-])=O)C=C1